N,N-dimethoxyacetamide CON(C(C)=O)OC